ClC1=C(C=C(C=C1)C1=CC=2C3=C(C=NC2C=C1)N(C(N3C=3C(=NC=NC3)C)=N)C)C(F)(F)F 8-(4-Chloro-3-(trifluoromethyl)phenyl)-3-methyl-1-(4-methylpyrimidin-5-yl)-1,3-dihydro-2H-imidazo[4,5-c]quinolin-2-imine